2-(2-chlorophenyl)-N-methoxy-(R)-2-(t-butyldimethylsiloxy)-N-methylacetamide ClC1=C(C=CC=C1)[C@H](C(=O)N(C)OC)O[Si](C)(C)C(C)(C)C